(3-(4-aminopiperidin-1-yl) propyl) diethyl phosphate P(=O)(OCCCN1CCC(CC1)N)(OCC)OCC